(3R,3aS,6S,6aR)-6-((2-amino-3-fluoroquinolin-7-yl)methyl)-5,5-difluorohexahydro-2H-cyclopenta[b]furan-2,3,3a-triol NC1=NC2=CC(=CC=C2C=C1F)C[C@@H]1C(C[C@]2([C@@H]1OC([C@@H]2O)O)O)(F)F